C12ONCC(CC1)C2 oxa-3-azabicyclo[3.2.1]Octane